2-chloro-5-(2-methoxyethoxy)-N-[3-methyl-5-(2-phenylethynyl)-2-pyridyl]benzamide ClC1=C(C(=O)NC2=NC=C(C=C2C)C#CC2=CC=CC=C2)C=C(C=C1)OCCOC